NC1=C(C(OC2=CC=CC=C12)=O)N diaminocoumarin